N=1N(N=CC1)C1=C(C=CC=C1)C(=O)N1CCC2(OCCO2)CCC1C (2-(2H-1,2,3-triazol-2-yl)phenyl)(9-methyl-1,4-dioxa-8-azaspiro[4.6]undec-8-yl)methanone